FC1=C(C(=CC=2CC[C@H](CC12)NCC1OCCCC1)O)N1CC(NS1(=O)=O)=O 5-[(7R)-1-fluoro-3-hydroxy-7-{[(oxan-2-yl)methyl]amino}-5,6,7,8-tetrahydronaphthalen-2-yl]-1λ6,2,5-thiadiazolidine-1,1,3-trione